N[C@@H](CC(=O)O)CC1=CC=C(C=C1)F (R)-β-amino-4-(4-fluorophenyl)-butyric acid